2-acrylamido-2-methylpropanesulfonic acid methyl-8-(2,4-dichlorophenyl)-9-(5-((1-(3-fluoropropyl)azetidin-3-ylidene)methyl)pyridin-2-yl)-6,7-dihydro-5H-benzo[7]annulene-3-carboxylate COC(=O)C1=CC2=C(C(=C(CCC2)C2=C(C=C(C=C2)Cl)Cl)C2=NC=C(C=C2)C=C2CN(C2)CCCF)C=C1.C(C=C)(=O)NC(CS(=O)(=O)O)(C)C